diazirane N1NC1